N1(CC=CC1)C(=O)OCC ethyl 3-pyrroline-1-carboxylate